CC(CCC(CCCCCCCCCCCCCCC)O)O eicosane-2,5-diol